CN(CCNC(=O)C1=CC=CC2=CC(=CC=C12)[N+](=O)[O-])C N-[2-(dimethylamino)ethyl]-6-nitronaphthalene-1-carboxamide